FC=1C=C2C(C(=CN(C2=NC1N1CC(C1)C(NC1=NC=CC=C1)=O)C=1SC=CN1)C(=O)O)=O 6-fluoro-4-oxo-7-{3-[(pyridin-2-yl)carbamoyl]azetidin-1-yl}-1-(1,3-thiazol-2-yl)-1,4-dihydro-1,8-naphthyridine-3-carboxylic acid